tert-Butyl 3-(hydroxymethyl)-4-[2-[1-(trifluoromethyl)cyclopropyl]ethyl]piperazine-1-carboxylate OCC1CN(CCN1CCC1(CC1)C(F)(F)F)C(=O)OC(C)(C)C